5-(3-chlorophenyl)-3-[2-(3-fluoro-3-methyl-azetidin-1-yl)-2-oxo-ethyl]-7-iodo-pyrrolo[2,1-f][1,2,4]triazin-4-one ClC=1C=C(C=CC1)C=1C=C(N2N=CN(C(C21)=O)CC(=O)N2CC(C2)(C)F)I